C(C)(C)(C)OC(=O)NCC1(CCCCC1)CC(=O)O 2-(1-(((tert-butoxycarbonyl)amino)methyl)cyclohexyl)acetic acid